ClC1=NN(C2=CC=C(C=C12)C(=O)N(C)C1COCC=2NC(C=3C=C(C(=CC3C21)F)F)=O)C 3-chloro-N-(8,9-difluoro-6-oxo-1,4,5,6-tetrahydro-2H-pyrano[3,4-c]isoquinolin-1-yl)-N,1-dimethyl-1H-indazole-5-carboxamide